(R)-6-((1-(4-(3-((3-methoxyazetidin-1-yl)methyl)bicyclo[1.1.1]pentan-1-yl)phenyl)pyrrolidin-3-yl)oxy)-2,5,7-trimethyl-[1,2,4]triazolo[1,5-a]pyrimidine COC1CN(C1)CC12CC(C1)(C2)C2=CC=C(C=C2)N2C[C@@H](CC2)OC=2C(=NC=1N(C2C)N=C(N1)C)C